CC1=NC=CC2=C1N=C(NC2=O)CSC2CCOCC2 8-Methyl-2-(((tetrahydro-2H-pyran-4-yl)thio)methyl)pyrido[3,4-d]pyrimidin-4(3H)-one